Cl.[C@H]1(OCCN2N=C3C=CC=CC3=C21)CNC (S)-1-(3,4-dihydro-1H-[1,4]oxazino[4,3-b]indazol-1-yl)-N-methylmethanamine hydrochloride